C(C1=CC=CC=C1)N1CC(CC1)(NCC1=CC=C(C=C1)OC)C#C 1-benzyl-3-ethynyl-N-[(4-methoxyphenyl)methyl]pyrrolidin-3-amine